2-oxo-N-(1H-pyrazolo[4,3-c]pyridin-7-yl)-2-[(2R,5S)-2-[2-(1,5-dimethyl-3-piperidyl)-1,3-benzothiazol-5-yl]-5-methyl-1-piperidyl]acetamide O=C(C(=O)NC=1C2=C(C=NC1)C=NN2)N2[C@H](CC[C@@H](C2)C)C=2C=CC1=C(N=C(S1)C1CN(CC(C1)C)C)C2